ClC1=NC(=C(C(=C1C#N)C1CC1)C#N)N1CC(OCC1)CO 2-chloro-4-cyclopropyl-6-(2-(hydroxymethyl)morpholino)pyridine-3,5-dicarbonitrile